C(CC1=CC=CC=C1)C1(OC2=CC=CC=C2CC1)N phenethylchromanamine